C(C)(C)N1CC2=CC(=C(C=C2CC1)OC)NC=1N=NC(=C(N1)NC1=CC(=CC=C1)COC)C(=O)N ((2-isopropyl-6-methoxy-1,2,3,4-tetrahydroisoquinolin-7-yl)amino)-5-((3-(methoxymethyl)phenyl)amino)-1,2,4-triazine-6-carboxamide